2-((1r,2s)-1-(2-cyano-4-(dimethylcarbamoyl)phenyl)-1-(1-methyl-1H-pyrazol-4-yl)propan-2-yl)-5-hydroxy-N-(isoxazol-4-yl)-1-methyl-6-oxo-1,6-dihydropyrimidine-4-carboxamide C(#N)C1=C(C=CC(=C1)C(N(C)C)=O)[C@@H]([C@H](C)C=1N(C(C(=C(N1)C(=O)NC=1C=NOC1)O)=O)C)C=1C=NN(C1)C